4-{5-[(1S,2S)-2-fluorocyclopropyl]-1,2,4-oxadiazol-3-yl}-N-[3-(4-isopropylpiperazin-1-yl)pyridin-2-yl]-4-methylpiperidine-1-carboxamide F[C@@H]1[C@@H](C1)C1=NC(=NO1)C1(CCN(CC1)C(=O)NC1=NC=CC=C1N1CCN(CC1)C(C)C)C